CN(C1=CN=CN=N1)C1CC(NC(C1)(C)C)(C)C 6-(methyl(2,2,6,6-tetramethylpiperidin-4-yl)amino)-1,2,4-triazin